O(S(=O)(=O)C(F)(F)F)C=1C=2C(N(C(C1)=O)C)=C(N(N2)C2OCCCC2)F E-3-fluoro-4-methyl-5-oxo-2-(tetrahydro-2H-pyran-2-yl)-4,5-dihydro-2H-pyrazolo[4,3-b]pyridin-7-yl triflate